C(C)(=O)C=1C=2C3=C(N(C(C2C=C(C1)C)=O)C)N(N=C3)C3CN(C3)C(C)=O 9-acetyl-3-(1-acetylazetidin-3-yl)-4,7-dimethyl-3,4-dihydro-5H-pyrazolo[3,4-C]isoquinolin-5-one